(R)-N-(4-morpholino-2-(trifluoromethyl)phenyl)-5-(quinuclidin-3-ylamino)pyrazolo[1,5-a]pyrimidine-3-carboxamide O1CCN(CC1)C1=CC(=C(C=C1)NC(=O)C=1C=NN2C1N=C(C=C2)N[C@H]2CN1CCC2CC1)C(F)(F)F